C(C)(C)(C)OC(=O)N1[C@@H](CCC1)C=1C=C(C=C2CCN(CC12)C(=O)OC)C=1C=C2C(=NC1)NC=C2C (S)-methyl 8-(1-(tert-butoxycarbonyl)pyrrolidin-2-yl)-6-(3-methyl-1H-pyrrolo[2,3-b]pyridin-5-yl)-3,4-dihydroisoquinoline-2(1H)-carboxylate